FC1=CC=C(C=C1)C1=NC2=CC=CC=C2C=C1 2-(4-fluorophenyl)quinolin